C(C)C=1C(=CC=C2C(=CN(C12)COCC[Si](C)(C)C)I)F 7-ethyl-6-fluoro-3-iodo-1-{[2-(trimethylsilyl)ethoxy]methyl}indole